5-(benzyloxy)-3H-spiro[2-benzofuran-1,3'-oxetan]-3-one C(C1=CC=CC=C1)OC1=CC2=C(C=C1)C1(COC1)OC2=O